OC1=C(C=CC(=C1)O)C(\C=C\C1=CC(=C(C=C1)C)OC)=O (E)-1-(2,4-Dihydroxyphenyl)-3-(3-methoxy-4-methylphenyl)prop-2-en-1-one